C(C)OC(=O)C=1C=2N(N=CC1)C(=CN2)NCC2CC2 3-((cyclopropylmethyl)amino)imidazo[1,2-b]pyridazine-8-carboxylic acid ethyl ester